ClC1=CC=2C=3N(C(=NC2C=C1)NC=1C(N=CC=NC1)=O)N=C(N3)C3=CC=C(C=C3)OC (6R)-6-{[9-chloro-2-(4-methoxyphenyl)[1,2,4]triazolo[1,5-c]quinazolin-5-yl]amino}-1,4-diazepin-5-one